tert-butyl (4aS,9aR)-2-(methyl-d3)-3-oxo-7-(trifluoromethyl)-2,3,9,9a-tetrahydroindeno[2,1-b][1,4]oxazine-4(4aH)-carboxylate C(C1C(N([C@@H]2[C@H](O1)CC=1C=C(C=CC12)C(F)(F)F)C(=O)OC(C)(C)C)=O)([2H])([2H])[2H]